CN1N=CC(=C1)C=1C(=NC(=NC1)NC=1C=C(C=CC1)C)NC1=CC=C2CCNCC2=C1 5-(1-methyl-1H-pyrazol-4-yl)-N4-(1,2,3,4-tetrahydroisoquinolin-7-yl)-N2-(m-tolyl)pyrimidine-2,4-diamine